ClC1=NC(=NC=C1C)SC 4-Chloro-5-methyl-2-methylsulfanylpyrimidine